FC1CN(C1)CCC1=NNC(C(=C1)C(F)(F)F)=O 3-(2-(3-fluoroazetidin-1-yl)ethyl)-6-oxo-5-(trifluoromethyl)pyridazine